N-(5-(4-chloro-2-isopropoxyphenyl)thiazolo[5,4-b]pyridin-2-yl)-5-(2-methoxyphenyl)pyridazine-4-carboxamide ClC1=CC(=C(C=C1)C1=CC=C2C(=N1)SC(=N2)NC(=O)C2=CN=NC=C2C2=C(C=CC=C2)OC)OC(C)C